N[C@H](C(=O)OCCN(C)CCNC1=C2C(=NC(=N1)C1=CC=C(C=C1)NS(=O)(=O)C1=C(C=CC(=C1)Cl)F)NN=C2C)C(C)C (S)-2-((2-(6-(4-(5-chloro-2-fluorophenylsulfonamido)phenyl)-3-methyl-1H-pyrazolo[3,4-d]pyrimidin-4-ylamino)ethyl)(methyl)amino)ethyl 2-amino-3-methylbutanoate